C1N(CCC2=CC=CC=C12)C[C@H](CN1CCOC2=C(C1=O)C=CC(=C2)C2CCNCC2)O 4-[(2R)-3-(3,4-dihydro-1H-isoquinolin-2-yl)-2-hydroxy-propyl]-8-(4-piperidinyl)-2,3-dihydro-1,4-benzoxazepin-5-one